dihydro-10H-furo[3,4-d]pyrimido[1,6-a]pyrimidin-10-one C1OCC=2N=C3N(C(C21)=O)C=NC=C3